ClC(C1=NC(=NO1)C=1C=NC(=NC1)NC(C)C1=NC=CC(=C1)Cl)(F)F 5-[5-[chloro(difluoro)methyl]-1,2,4-oxadiazol-3-yl]-N-[1-(4-chloropyridin-2-yl)ethyl]pyrimidin-2-amine